NC[C@@H]1NC([C@@H](SCC1)C1=CC(=CC=C1)C1=CC=C(C=C1)OC)=O (2S,5R)-5-(aminomethyl)-2-[3-(4-methoxyphenyl)phenyl]-1,4-thiazepan-3-one